FC(C1=CC(=NC(=C1)C1=C(C=CC(=C1)C)C=1C(=C(C=C(C1)C(C)(C)C)C12CC3CC(CC(C1)C3)C2)O)C2=C(C=CC(=C2)C)C=2C(=C(C=C(C2)C(C)(C)C)C23CC1CC(CC(C2)C1)C3)O)(F)F 2',2'''-(4-(Trifluoromethyl)pyridine-2,6-diyl)bis(3-((3r,5r,7r)-adamantan-1-yl)-5-(tert-butyl)-4'-methyl-[1,1'-biphenyl]-2-ol)